C1(=CC=CC=C1)C=1NC=C[NH+]1 2-phenylimidazolium